FC=1C=C2C(=NNC2=CC1OCCOC)C1=CC(=NO1)C1=CC=C(C=C1)C(=O)N1CCN(CC1)C1COC1 5-fluoro-6-(2-methoxyethoxy)-3-(3-{4-[4-(oxetan-3-yl)piperazine-1-carbonyl]phenyl}-1,2-oxazol-5-yl)-1H-indazole